O=C1NC(CCC1N1C(C2=CC=C(C=C2C1=O)NC[C@@H]1C[C@H](C1)N1N=C2C(=CC=CC2=C1)C)=O)=O 2-(2,6-Dioxopiperidin-3-yl)-5-(((trans-3-(7-methyl-2H-indazol-2-yl)cyclobutyl)methyl)amino)isoindoline-1,3-dione